1,6-Dimethyl-4-[4-(5-methyl-1,3-benzooxazol-2-yl)piperidin-1-yl]-7-[(oxetan-3-yl)amino]-2-oxo-1,2-dihydro-quinoline-3-carbonitrile CN1C(C(=C(C2=CC(=C(C=C12)NC1COC1)C)N1CCC(CC1)C=1OC2=C(N1)C=C(C=C2)C)C#N)=O